tert-butoxycarbonyl-3-benzoyl-5-phenyl-2-methylindole C(C)(C)(C)OC(=O)C1=C2C(=C(NC2=CC=C1C1=CC=CC=C1)C)C(C1=CC=CC=C1)=O